N1N=CC2=CC3=C(C(=C12)C(=O)O)C=CC=NC=CC=CC=C3 azacyclododecino[8,9-f]indazole-15-carboxylic Acid